ClC=1C=C(OCC(=O)N)C=C(C1CC1=CC(=C(C=C1)O)N1C=NC=C1)Cl 2-(3,5-dichloro-4-(4-hydroxy-3-(1H-imidazol-1-yl)benzyl)phenoxy)acetamide